N-(4-cyclobutyl-1-methyl-3-(2-(trifluoromethyl)thiazol-5-yl)-1H-pyrazol-5-yl)-1-(trifluoromethyl)cyclopropane-1-carboxamide C1(CCC1)C=1C(=NN(C1NC(=O)C1(CC1)C(F)(F)F)C)C1=CN=C(S1)C(F)(F)F